NC1=NC(=C(C=2C1=CN(N2)CC2=NC(=CC=C2)C)C2=NC=NC=C2)C=2C=C(C#N)C=CC2 3-(4-amino-2-((6-methylpyridin-2-yl)methyl)-7-(pyrimidin-4-yl)-2H-pyrazolo[4,3-c]pyridin-6-yl)benzonitrile